N1C(=CC=C1)C1=CC=CC(=N1)C(=O)N 6-(1H-pyrrol-2-yl)picolinamide